N=1C=CN2C1C=CC(=C2)C2=CNC=1N=C(N=CC12)N[C@H]1CCC(N(C1)C)=O (S)-5-((5-(imidazo[1,2-a]pyridin-6-yl)-7H-pyrrolo[2,3-d]pyrimidin-2-yl)amino)-1-methylpiperidin-2-one